N-[(3-chloro-4-fluorophenyl)methyl]-1-(2-methylpropyl)-5-oxopyrrolidine-3-carboxamide ClC=1C=C(C=CC1F)CNC(=O)C1CN(C(C1)=O)CC(C)C